C(C)(C)C1=CC(=CC2=C1N(C(N2C)=O)C)N2C1=C(OCC2)C=C(N=C1)C=1C=CC(=NC1)C(=O)OC methyl 5-(4-(7-isopropyl-1,3-dimethyl-2-oxo-2,3-dihydro-1H-benzo[d]imidazol-5-yl)-3,4-dihydro-2H-pyrido[4,3-b][1,4]oxazin-7-yl)picolinate